tert-butyl 4-{[1-(4-chlorobenzyl)-3-hydroxy-2-oxo-1,2-dihydropyridin-4-yl] methyl}-piperazine-1-carboxylate ClC1=CC=C(CN2C(C(=C(C=C2)CN2CCN(CC2)C(=O)OC(C)(C)C)O)=O)C=C1